C(C)(=O)OCC(COC(C)=O)(C)C 2,2-dimethylpropane-1,3-diol diacetate